4-[1-[(3R)-2,6-dioxo-3-piperidyl]indol-4-yl]piperidine-1-carboxylic acid tert-butyl ester C(C)(C)(C)OC(=O)N1CCC(CC1)C1=C2C=CN(C2=CC=C1)[C@H]1C(NC(CC1)=O)=O